tert-butyl ((2-(6-chloro-4-(3-methyl-1-(4-methyl-4H-1,2,4-triazol-3-yl)cyclobutyl)pyridin-2-yl)-3-oxo-7-(trifluoromethyl)isoindolin-5-yl)methyl)(1-methylcyclobutyl)carbamate ClC1=CC(=CC(=N1)N1CC2=C(C=C(C=C2C1=O)CN(C(OC(C)(C)C)=O)C1(CCC1)C)C(F)(F)F)C1(CC(C1)C)C1=NN=CN1C